C(OC(CCCCCC(C(=O)O)(C)C)CCCCCC(C(=O)O)(C)C)([2H])([2H])[2H] 8-(methoxy-d3)-2,2,14,14-tetramethylpentadecanedioic acid